C1(CC1)C1=C(C=CC(=C1)N1CCNCC1)NC1=NC=C(C(=N1)NCCCN1CCOCCC1=O)C(F)(F)F 4-(3-((2-((2-cyclopropyl-4-(piperazin-1-yl)phenyl)amino)-5-(trifluoromethyl)pyrimidin-4-yl)amino)propyl)-1,4-oxazepan-5-one